7-[1-(2,2-difluoroethyl)-1H-pyrazolo[3,4-b]pyrazin-6-yl]-2-phenyl-2,7-diazaspiro[4.5]decane FC(CN1N=CC=2C1=NC(=CN2)N2CC1(CCN(C1)C1=CC=CC=C1)CCC2)F